(3S)-3-{[5-(2-chlorophenyl)-1-cyclopentyl-1H-pyrazol-3-yl]formamido}-N-cyclobutyl-5-(piperidin-1-yl)pentanamide ClC1=C(C=CC=C1)C1=CC(=NN1C1CCCC1)C(=O)N[C@H](CC(=O)NC1CCC1)CCN1CCCCC1